NCCCN1CCC(CC1)NC1=CC(=NC(=C1)C1=CC=C(C=C1)N1CCN(CC1)C)C1=CC=C(C=C1)OC N-(1-(3-aminopropyl)piperidin-4-yl)-2-(4-methoxyphenyl)-6-(4-(4-methylpiperazin-1-yl)phenyl)pyridin-4-amine